3-chloro-5-(3-(trans-4-(3-hydroxypropyl)cyclohexyl)-4,4-dimethyl-5-oxo-2-thioxoimidazolidin-1-yl)pyridinecarbonitrile ClC=1C(=NC=C(C1)N1C(N(C(C1=O)(C)C)[C@@H]1CC[C@H](CC1)CCCO)=S)C#N